(trifluoroacetic acid, methyl)-methyl ester FC(C(=O)OCC)(F)F